BrC=1C=C2CC[C@@H](CC2=CC1C)NC(OCC1=CC=CC=C1)=O benzyl (S)-(6-bromo-7-methyl-1,2,3,4-tetrahydronaphthalen-2-yl)carbamate